C12(CC3CC(CC(C1)C3)C2)N(C(=O)OC(C)(C)C)CC2=CC=C(C(=O)OC)C=C2 methyl 4-{[(adamantan-1-yl)[(tert-butoxy)carbonyl]amino]methyl}benzoate